4-bromo-N1,5-dimethylbenzene-1,2-diamine BrC=1C=C(C(=CC1C)NC)N